6-chloro-5-(4-((2-(3-ethylureido)pyridin-4-yl)methyl)piperazin-1-yl)-N-methylpicolinamide ClC1=C(C=CC(=N1)C(=O)NC)N1CCN(CC1)CC1=CC(=NC=C1)NC(=O)NCC